N-(2-((8-((cyclopropylmethyl)amino)-6-(2,6-difluoro-3,5-dimethoxy-phenyl)pyrido[3,4-d]pyrimidin-2-yl)amino)-3-methylphenyl)acryl-amide C1(CC1)CNC1=NC(=CC2=C1N=C(N=C2)NC2=C(C=CC=C2C)NC(C=C)=O)C2=C(C(=CC(=C2F)OC)OC)F